C(#C)C1=CC=C(C=C1)[C@H](C)NC(=O)[C@H]1N(C[C@@H](C1)O)C([C@@H](C(CCNC(OC(C)(C)C)=O)(C)C)NC(OC1=CC=CC=C1)=O)=O Tert-butyl phenyl ((R)-5-((2S,4R)-2-(((S)-1-(4-ethynylphenyl)ethyl)carbamoyl)-4-hydroxypyrrolidin-1-yl)-3,3-dimethyl-5-oxopentane-1,4-diyl)dicarbamate